2-fluoro-2-(pyridin-2-ylsulfonyl)acetic acid ethyl ester C(C)OC(C(S(=O)(=O)C1=NC=CC=C1)F)=O